3-cyano-3-phenylpropionic acid methyl ester COC(CC(C1=CC=CC=C1)C#N)=O